ClC=1C=C2C(=C3C4(NC(NC13)=O)CCCCC4)OC(=C2)CNC2C(COCC2)F 5'-chloro-2'-{[(3-fluorooxan-4-yl)amino]methyl}-7',8'-dihydro-6'H-spiro[cyclohexane-1,9'-furo[2,3-f]quinazoline]-7'-one